N-[4-(2,6-Dimethylphenyl)-6-[4-(1-methyl-4-piperidyl)phenoxy]-5-(2,2,2-trifluoroethyl)pyrimidin-2-yl]-1-methyl-pyrazole-4-sulfonamide CC1=C(C(=CC=C1)C)C1=NC(=NC(=C1CC(F)(F)F)OC1=CC=C(C=C1)C1CCN(CC1)C)NS(=O)(=O)C=1C=NN(C1)C